(1R,3S,4R,5R,6S)-2-benzyl 3-methyl 4-allyl-6-hydroxy-4-methyl-2-azabicyclo[3.2.0]heptane-2,3-dicarboxylate C(C=C)[C@]1([C@H](N([C@@H]2C[C@@H]([C@H]12)O)C(=O)OCC1=CC=CC=C1)C(=O)OC)C